FC1=CC(=CC(=N1)N1CCC=2C=C(N=CC2C1)C(=O)O)N1CC(C1)OC 7-(6-fluoro-4-(3-methoxyazetidin-1-yl)pyridin-2-yl)-5,6,7,8-tetrahydro-2,7-naphthyridine-3-carboxylic acid